2-fluoro-3,5-diformylphenylboronic acid FC1=C(C=C(C=C1C=O)C=O)B(O)O